C(C)(C)(C)N(CC(=O)OC[C@@H]1[C@H]([C@H]([C@@H](O1)N1C=NC2(C(=O)N=C(N)N=C12)CC(=O)O)O)O)C(C1=NC=C(C=C1F)C1=CC=C(C=C1)C)=O 5-carboxymethyl-guanosine tert-butyl-(3-fluoro-5-(p-tolyl)picolinoyl)glycinate